N-(3-bromophenyl)-7-chloro-6-fluoro-2-hydrazono-N-methyl-1,2-dihydroquinazolin-4-amine BrC=1C=C(C=CC1)N(C1=NC(NC2=CC(=C(C=C12)F)Cl)=NN)C